2,7,10-trimethylacridin CC1=CC=2CC3=CC(=CC=C3N(C2C=C1)C)C